N-(3-hydroxy-4-methoxyphenyl)-2-((6-(trifluoromethyl)-1H-imidazo[4,5-c]pyridin-2-yl)thio)acetamide OC=1C=C(C=CC1OC)NC(CSC=1NC2=C(C=NC(=C2)C(F)(F)F)N1)=O